5-bromo-1,2,3,6-tetrahydropyridine BrC1=CCCNC1